N1CC(C1)C1=C2N=CC(=NC2=CC=C1)C=1C=NN(C1)[C@@H]1C[C@H](C1)CCCNC=1C=C2C(N(C(C2=CC1)=O)C1C(NC(CC1)=O)=O)=O 5-((3-(trans-3-(4-(5-(azetidin-3-yl)quinoxalin-2-yl)-1H-pyrazol-1-yl)cyclobutyl)propyl)amino)-2-(2,6-dioxopiperidin-3-yl)isoindoline-1,3-dione